O1C=CC(C2=CC=CC=C12)=O 4H-4-chromenone